CC(=O)N[C@@H]1[C@H]([C@H]([C@H](O[C@H]1O[C@@H]2[C@H](O[C@H]([C@@H]([C@H]2O)NC(=O)C)O[C@H]3[C@H]([C@@H]([C@H](O[C@@H]3O)CO)O)O)CO)CO)O)O The molecule is an amino trisaccharide comprising N-acetyl-beta-D-galactosaminyl, N-acetyl-beta-D-glucosaminyl and alpha-D-mannose residues linked sequentially (1->4) and (1->2). It is an amino trisaccharide, a glucosamine oligosaccharide and a galactosamine oligosaccharide.